C(C)C=1C(=CC=C2C=C(C=C(C12)C1=C(C=2N=C(N=C(C2C=N1)NC1CS(C1)(=O)=O)OC[C@]12CCCN2C[C@@H](C1)F)F)O)F 3-((7-(8-ethyl-7-fluoro-3-hydroxynaphthalen-1-yl)-8-fluoro-2-(((2R,7aS)-2-fluorohexahydro-1H-pyrrolizin-7a-yl)methoxy)pyrido[4,3-d]pyrimidin-4-yl)amino)thietane 1,1-dioxide